ICC1OC2=C(C1)C=C(C=C2[C@@H](C)N)F (1R)-1-(2-(iodomethyl)-5-fluoro-2,3-dihydrobenzofuran-7-yl)ethan-1-amine